(3aS,6aS)-octahydropyrrolo[3,4-C]pyrrole-2-carboxylic acid tert-butyl ester C(C)(C)(C)OC(=O)N1C[C@@H]2CNC[C@H]2C1